C(C)(C)(C)OC(=O)N1CC(N(CC1)CC(C1=CC=CC=C1)=O)C 3-methyl-4-(2-oxo-2-phenylethyl)piperazine-1-carboxylic acid tert-butyl ester